P(O)O.C12(CCC3=CC=CC=C13)CCC1=CC=CC=C12 spirobiindane phosphonite